2-methyl-5-(pyridin-2-yl)-N-(3-(2-oxopropyl)-1,2,4-thiadiazol-5-yl)furan-3-carboxamide CC=1OC(=CC1C(=O)NC1=NC(=NS1)CC(C)=O)C1=NC=CC=C1